rac-Benzyl (2R,4R)-2-ethyl-4-(((2-(trimethylsilyl)ethoxy)carbonyl)amino)piperidine-1-carboxylate C(C)[C@H]1N(CC[C@H](C1)NC(=O)OCC[Si](C)(C)C)C(=O)OCC1=CC=CC=C1 |r|